[6-(3-cyclopropyl-1H-1,2,4-triazol-5-yl)-2-azaspiro[3.3]heptan-2-yl]-[6-[[5-(trifluoromethyl)-1,3,4-thiadiazol-2-yl]methyl]-2,6-diazaspiro[3.3]heptan-2-yl]methanone C1(CC1)C1=NNC(=N1)C1CC2(CN(C2)C(=O)N2CC3(C2)CN(C3)CC=3SC(=NN3)C(F)(F)F)C1